2,3-dihydro-1-[(2-methoxyethyl)sulfonyl]-1H-indole-6-carboxylic acid COCCS(=O)(=O)N1CCC2=CC=C(C=C12)C(=O)O